FC1(CCC(CC1)NC1=NC=C(C=N1)C)F N-(4,4-difluorocyclohexyl)-5-methylpyrimidin-2-amine